3-(5-(4-(((R)-3-(4-amino-3-(4-phenoxyphenyl)-1H-pyrazolo[3,4-d]pyrimidin-1-yl)-[1,4'-bipiperidin]-1'-yl)methyl)piperidin-1-yl)-1-oxoisoindolin-2-yl)piperidine-2,6-dione NC1=C2C(=NC=N1)N(N=C2C2=CC=C(C=C2)OC2=CC=CC=C2)[C@H]2CN(CCC2)C2CCN(CC2)CC2CCN(CC2)C=2C=C1CN(C(C1=CC2)=O)C2C(NC(CC2)=O)=O